CN1N=C(C2=C(C1=O)N=CC=C2)C(=O)OC Methyl 7-methyl-8-oxo-7,8-dihydropyrido[2,3-d]pyridazine-5-carboxylate